C1=C2C(=C3C(=NC2=CC=C1)C1=CC=CC=C1N3)C(=O)N 10H-indolo[3,2-b]quinoline-11-carboxamide